3-Cyclohexylamino-2-methyl-propan C1(CCCCC1)NCC(C)C